2-bromo-3,4-difluoro-benzoic acid BrC1=C(C(=O)O)C=CC(=C1F)F